1,1,1,20,20,20-hexafluoro-3,6,9,12,15,18-hexaoxaicosane FC(COCCOCCOCCOCCOCCOCC(F)(F)F)(F)F